FC(C(=O)O)(F)F.FC1=C(C=CC(=C1)F)S(=O)(=O)N 2,4-difluorobenzenesulfonamide trifluoroacetate